(hydroxymethyl)-5-methoxy-7-methyl-1H-indole-1-carboxylic acid tert-butyl ester C(C)(C)(C)OC(=O)N1C(=CC2=CC(=CC(=C12)C)OC)CO